(±)-(1R*,2R*)-2-amino-1-ethylcyclopentan-1-ol N[C@H]1[C@@](CCC1)(O)CC |r|